6-((S)-4-propenoyl-2-methylpiperazin-1-yl)-2-(((S)-1-methylpyrrolidin-2-yl)methoxy)pyrimidine-4-carboxylic acid C(C=C)(=O)N1C[C@@H](N(CC1)C1=CC(=NC(=N1)OC[C@H]1N(CCC1)C)C(=O)O)C